7-chloro-9-methyl-4H-pyrimido[1,2-b]pyridazin-4-one ClC=1C=C(C=2N(N1)C(C=CN2)=O)C